FC1=NC=CC(=C1)[C@@]12C[C@@]1([C@H]1C[C@@H]([C@@H]2O1)O)C(=O)NC1=C(C=CC(=C1)C(F)(F)F)C |r| rac-(1r,2r,4s,5r,6s)-4-(2-fluoropyridin-4-yl)-6-hydroxy-N-(2-methyl-5-(trifluoromethyl)phenyl)-8-oxatricyclo[3.2.1.02,4]octane-2-carboxamide